CC1=C(C(=O)OCC)C=C(C(=C1)OC(C)=O)C ethyl 2,5-dimethyl-4-acetoxybenzoate